N-(4-methylpyridin-2-yl)propionamide CC1=CC(=NC=C1)NC(CC)=O